ethyl 1-(3-oxobutyl)-1H-pyrazole-4-carboxylate O=C(CCN1N=CC(=C1)C(=O)OCC)C